(R)-1-(3-BROMO-2-CYANOPHENYL)PIPERIDINE-3-CARBOXYLIC ACID BrC=1C(=C(C=CC1)N1C[C@@H](CCC1)C(=O)O)C#N